N[C@@H]1[C@@H](OCC12CCN(CC2)C=2N=CC(=NC2)SC=2C(=C(C=CC2)NC(=O)NS(=O)(=O)N2CC(CC2)O)Cl)C N-((3-((5-((3S,4S)-4-amino-3-methyl-2-oxa-8-aza-spiro[4.5]decan-8-yl)pyrazin-2-yl)thio)-2-chloro-phenyl)carbamoyl)-3-hydroxypyrrolidine-1-sulfonamide